1-((3-Methyl-1H-pyrazolo[3,4-b]pyridin-5-yl)methyl)-N-(4-((4-methylpiperazin-1-yl)methyl)-3-(trifluoromethyl)phenyl)indolin-6-carboxamid CC1=NNC2=NC=C(C=C21)CN2CCC1=CC=C(C=C21)C(=O)NC2=CC(=C(C=C2)CN2CCN(CC2)C)C(F)(F)F